CC(CCCCCCCCC)=O undecan-2-on